FC=1C=C(C=C(C1)F)C=CC(=O)N[C@H](C)C=1C=C2CCCN(C2=CC1)CCO |r| (±)-3-(3,5-Difluoro-phenyl)-N-{1-[1-(2-hydroxy-ethyl)-1,2,3,4-tetrahydro-quinolin-6-yl]-ethyl}-acrylamide